2-(3,4-dichlorophenyl)propan-2-amine hydrochloride Cl.ClC=1C=C(C=CC1Cl)C(C)(C)N